5-((5-(2-Aminoprop-2-yl)-8-(methylamino)-2,7-naphthyridin-3-yl)amino)-3-isopropylpyrazine-2-carbonitrile NC(C)(C)C1=C2C=C(N=CC2=C(N=C1)NC)NC=1N=C(C(=NC1)C#N)C(C)C